BrC=1C=CC(=C(C1)NC1CCN(CC1)C(CNC(=O)C1=NNC(=C1)C1=CC=CC=C1)=O)OC 5-Phenyl-1H-pyrazole-3-carboxylic acid {2-[4-(5-bromo-2-methoxy-phenylamino)-piperidin-1-yl]-2-oxo-ethyl}-amide